C1(CC1)NC(C1=C(C=CC=C1)SC1=CC=C2C(=NNC2=C1)\C=C\C1=NC=C(C=C1)OCCN(C)C)=O N-cyclopropyl-2-({3-[(E)-2-{5-[2-(dimethylamino)ethoxy]pyridine-2-yl}vinyl]-1H-indazol-6-yl}thio)benzamide